SC(CC(=O)OCCN1C(N(C(N(C1=O)CCOC(CC(C)S)=O)=O)CCOC(CC(C)S)=O)=O)C 1,3,5-tris(2-(3-mercaptobutyryloxy)ethyl)-1,3,5-triazine-2,4,6(1H,3H,5H)trione